3-((6-(3-methylisoxazol-4-yl)-1-oxoisoquinolin-2(1H)-yl)methyl)benzoic acid CC1=NOC=C1C=1C=C2C=CN(C(C2=CC1)=O)CC=1C=C(C(=O)O)C=CC1